ClC=1C=CC=C2C=C(C=C(C12)C1=CC=C2C=NC(=NC2=C1F)F)OCOC 7-(8-chloro-3-(methoxymethyloxy)naphthalene-1-yl)-2,8-difluoroquinazoline